Tert-butyl (2-(6-(naphthalen-2-yl)imidazo[2,1-b]oxazole-5-carboxamido)propyl)carbamate C1=C(C=CC2=CC=CC=C12)C=1N=C2OC=CN2C1C(=O)NC(CNC(OC(C)(C)C)=O)C